6-(2-((3S*,8aR*)-7-(5-chloro-2-(4-(trifluoromethyl)-1H-1,2,3-triazol-1-yl)phenyl)-5-oxo-1,2,3,5,8,8a-hexahydroindolizin-3-yl)-1H-imidazol-5-yl)-5-fluoroquinoxalin-2(1H)-one ClC=1C=CC(=C(C1)C1=CC(N2[C@@H](CC[C@@H]2C1)C=1NC(=CN1)C=1C(=C2N=CC(NC2=CC1)=O)F)=O)N1N=NC(=C1)C(F)(F)F |o1:11,14|